COC(C1=C(C=C(C=C1)OC)C1=NC=C(C=N1)F)=O (5-fluoropyrimidin-2-yl)-4-methoxybenzoic acid methyl ester